NC=1C2=C(N=CN1)C(=CN2C2=CC(=C(C=C2)OCC2=NC=CC=C2)Cl)C2CN(CCC2)C(C=C)=O 1-(3-(4-amino-5-(3-chloro-4-(pyridin-2-ylmethoxy)phenyl)-5H-pyrrolo[3,2-d]pyrimidin-7-yl)piperidin-1-yl)prop-2-en-1-one